tert-butyl (1-(1-(3-bromo-2-fluorophenyl)-3-methyl-1H-1,2,4-triazol-5-yl)ethyl)(methyl)carbamate BrC=1C(=C(C=CC1)N1N=C(N=C1C(C)N(C(OC(C)(C)C)=O)C)C)F